4-[[3-(3-fluoro-4-methoxyphenyl)imidazo[1,2-a]pyrazin-8-yl]amino]-N-[(2S)-1-hydroxy-3-(1H-imidazol-5-yl)propan-2-yl]-2-methylbenzamide FC=1C=C(C=CC1OC)C1=CN=C2N1C=CN=C2NC2=CC(=C(C(=O)N[C@H](CO)CC1=CN=CN1)C=C2)C